BrCC(=O)NC1=C(SC=C1C)C(=O)OCC ethyl 3-(2-bromoacetamido)-4-methylthiophene-2-carboxylate